FC1=C(C(=O)NC)C=CC(=C1)C=1C=NC=2N(N1)C(=CN2)CC=2C=C1C=CC=NC1=CC2 2-FLUORO-N-METHYL-4-[7-(QUINOLIN-6-YL-METHYL)-IMIDAZO[1,2-B][1,2,4]TRIAZIN-2-YL]BENZAMIDE